C(CCC)OCCOCCOC(C(=O)OCCOCCOCCCC)=O oxalic acid bis(butoxy ethoxy ethyl) ester